COC(C1=C(C(=CC(=C1)NC1=NN(C=C1C(N)=O)[C@@H]1COCC[C@H]1C#N)C)Br)=O.FC1=C(C2=C(C(=C(C(=C2C(=C1F)F)F)F)F)F)[B-](C1=C(C(=C(C2=C(C(=C(C(=C12)F)F)F)F)F)F)F)(C1=C(C(=C(C2=C(C(=C(C(=C12)F)F)F)F)F)F)F)C1=C(C(=C(C2=C(C(=C(C(=C12)F)F)F)F)F)F)F.C[NH+](C)C trimethylammonium tetrakis(perfluoronaphthyl)borate methyl-2-bromo-5-((4-carbamoyl-1-(trans-4-cyanotetrahydro-2H-pyran-3-yl)-1H-pyrazol-3-yl)amino)-3-methylbenzoate